benzylbis(dimethylamino)silane C(C1=CC=CC=C1)[SiH](N(C)C)N(C)C